ClC1=NNC2=NC(=NC(=C21)N[C@H]2CN(CCC2)C(C=C)=O)NC=2C=NN(C2)CC(C)C (R)-1-(3-(3-chloro-6-(1-isobutyl-1H-pyrazol-4-ylamino)-1H-pyrazolo[3,4-d]pyrimidin-4-ylamino)piperidin-1-yl)prop-2-en-1-one